ls-2,4,6-trimethylbenzoylphosphonic acid ethyl ester C(C)OP(O)(=O)C(C1=C(C=C(C=C1C)C)C)=O